S1C(=CC=C1)C(=O)C=O 2-THIENYLGLYOXAL